FC1=C(C(=C(C(=C1F)F)F)F)SP1(SCCS1)=S 2-((perfluorophenyl)thio)-1,3,2-dithiaphospholane 2-sulfide